5-(3-chlorophenyl)-5H-pyrido[3'',4'':4',5']pyrrolo[3',2':4,5]imidazo[1,2-c]pyrimidine ClC=1C=C(C=CC1)N1C2=C(C=3N=C4N(C=NC=C4)C31)C=NC=C2